ClC1=CC=C(O[C@@H](C)C2=NN=NN2)C=C1 5-[(1S)-1-(4-chlorophenoxy)ethyl]-1H-1,2,3,4-tetrazole